Cl.Cl.N1(C=NC=C1)C=1C=C(C(=O)N[C@@H]2CNCCC2)C=CC1 (S)-3-(1H-imidazol-1-yl)-N-(piperidin-3-yl)benzamide dihydrochloride